[NH4+].NCP(O)(O)=O aminomethylphosphonic acid ammonium